C(CCCCCCC)N1C(CCCCC1)=S 1-octylazepane-2-thione